CN1N=C(C(=C1)C1=C2CCN(C(C2=CC=C1)=O)CC1=CC(=NO1)C)C(F)(F)F 5-(1-methyl-3-(trifluoromethyl)-1H-pyrazol-4-yl)-2-((3-methylisoxazol-5-yl)methyl)-3,4-dihydroisoquinolin-1(2H)-one